C(C)(C)(C)[Si](OCCCCNC1=NC(=NC=C1CNC1=C(C=CC=C1C)C)Cl)(C)C [4-(tert-Butyl-dimethyl-silanyloxy)-butyl]-{2-chloro-5-[(2,6-dimethyl-phenylamino)-methyl]-pyrimidin-4-yl}-amine